(S)-quinuclidin-3-yl (2,2-dimethyl-5-(4-propoxyphenyl)-2,3-dihydro-1H-inden-1-yl)carbamate CC1(C(C2=CC=C(C=C2C1)C1=CC=C(C=C1)OCCC)NC(O[C@@H]1CN2CCC1CC2)=O)C